tetraacetylsulfur C(C)(=O)S(C(C)=O)(C(C)=O)C(C)=O